OC[C@@H]1N(C2=CC=CC=C2C1)C(=O)OC(C)(C)C (R)-tert-butyl 2-(hydroxymethyl)indoline-1-carboxylate